(R)-4'-(4-aminopiperidin-1-yl)-2'-fluoro-N-((5-fluoro-2-hydroxyphenyl)(1H-indol-2-yl)methyl)-5-methyl-[1,1'-biphenyl]-3-carboxamide NC1CCN(CC1)C1=CC(=C(C=C1)C1=CC(=CC(=C1)C)C(=O)N[C@@H](C=1NC2=CC=CC=C2C1)C1=C(C=CC(=C1)F)O)F